C(CC)OS(=O)(=O)[O-].C(C=C)(=O)OCC[NH+](C)C acryloyl-oxyethyl-N,N-dimethylammonium propyl-sulfate